BrC1=CC(=NC(=C1)C([2H])([2H])[2H])C(=O)OC methyl 4-bromo-6-(methyl-d3)picolinate